COC=1C=C2C(=NC(=NC2=CC1OCCCN1CCCC1)N1CCOCC1)NC1CCS(CC1)(=O)=O 4-((6-methoxy-2-morpholino-7-(3-(pyrrolidin-1-yl)propoxy)quinazolin-4-yl)amino)tetrahydro-2H-thiopyran 1,1-dioxide